C1(=CC=CC=C1)N(C1=CC=CC=C1)[Bi](N(C1=CC=CC=C1)C1=CC=CC=C1)N(C1=CC=CC=C1)C1=CC=CC=C1 tri(diphenylamino)bismuthane